(R)-2-amino-1-(4-((5R,7R)-7-hydroxy-5-methyl-6,7-dihydro-5H-cyclopenta[d]pyrimidin-4-yl)piperazin-1-yl)-3-(4-iodophenyl)propan-1-one N[C@@H](C(=O)N1CCN(CC1)C=1C2=C(N=CN1)[C@@H](C[C@H]2C)O)CC2=CC=C(C=C2)I